4-((1-(4-(2-(2-aminopyridin-3-yl)-5-(3-methoxypyridin-2-yl)-3H-imidazo[4,5-b]pyridin-3-yl)benzyl)piperidin-4-yl)amino)pyrimidine-2-carbonitrile NC1=NC=CC=C1C1=NC=2C(=NC(=CC2)C2=NC=CC=C2OC)N1C1=CC=C(CN2CCC(CC2)NC2=NC(=NC=C2)C#N)C=C1